(3-(((tert-butyldiphenylsilyl)oxy)methyl)phenyl)carbamate [Si](C1=CC=CC=C1)(C1=CC=CC=C1)(C(C)(C)C)OCC=1C=C(C=CC1)NC([O-])=O